tert-Butyl 3-(2'-(((S)-pyrrolidin-2-yl)methoxy)-2,3,5',8'-tetrahydro-6'H-spiro[indene-1,7'-quinazolin]-4'-yl)-3,6-diazabicyclo[3.1.1]heptane-6-carboxylate N1[C@@H](CCC1)COC1=NC=2CC3(CCC2C(=N1)N1CC2N(C(C1)C2)C(=O)OC(C)(C)C)CCC2=CC=CC=C23